tert-Butyl 4-(5-(trifluoromethyl) picolinoyl)piperazine-1-carboxylate FC(C=1C=CC(=NC1)C(=O)N1CCN(CC1)C(=O)OC(C)(C)C)(F)F